ethyl 7-cyclobutyl-2-methoxy-8-(4,4,5,5-tetramethyl-1,3,2-dioxaborolan-2-yl)quinoline-3-carboxylate C1(CCC1)C1=CC=C2C=C(C(=NC2=C1B1OC(C(O1)(C)C)(C)C)OC)C(=O)OCC